ClC=1NN(C=C(N1)Cl)Cl 2,4,6-trichloro-1,3,6-triazine